N=1NN=NC1C=1C=C2NC3(CCCC3)C(NC2=CC1)=O 6-(2H-tetrazol-5-yl)spiro[1,4-dihydroquinoxalin-3,1'-cyclopentane]-2-one